COC1=C(C(=C2C=CC=CC2=C1)C1=CC=CC2=CC=CC=C12)O methoxybinaphthol